CN(C1=CC=C(C=C1)CCC(=O)NC1=C(C=C(C=C1)C(F)(F)F)C(=O)N1CCC(CC1)OC1=NC=C(C=C1)C1=CC=C(C=C1)N(C)C)C 3-(4-(dimethylamino)phenyl)-N-(2-(4-((5-(4-(dimethylamino)phenyl)pyridin-2-yl)oxy)piperidine-1-carbonyl)-4-(trifluoromethyl)phenyl)propanamide